N1N=C(C2=CC=CC=C12)C=1C=C2CN(C(C2=CC1)=O)N1C(CCCC1=O)=O (5-(1H-indazol-3-yl)-1-oxoisoindolin-2-yl)piperidine-2,6-dione